FC1=C(CN2C(N3C(C(=C2)C(=O)N[C@@H]2[C@H](CCCC2)O)=NC=C3)=O)C=CC(=C1)C1=CC=NN1C 6-(2-fluoro-4-(1-methyl-1H-pyrazol-5-yl)benzyl)-N-((1S,2S)-2-hydroxycyclohexyl)-5-oxo-5,6-dihydroimidazo[1,2-c]pyrimidine-8-carboxamide